N-((R)-1-(3-(difluoromethyl)-2-fluorophenyl)ethyl)-6-(((S)-3-(dimethylamino)pyrrolidin-1-yl)sulfonyl)-2-methylpyrido[3,4-d]pyrimidin-4-amine FC(C=1C(=C(C=CC1)[C@@H](C)NC=1C2=C(N=C(N1)C)C=NC(=C2)S(=O)(=O)N2C[C@H](CC2)N(C)C)F)F